methyl (S)-1-allyl-5-fluoro-3-oxoisoindoline-1-carboxylate C(C=C)[C@@]1(NC(C2=CC(=CC=C12)F)=O)C(=O)OC